tert-butyl 4-[[4-[4-[(2,6-dioxo-3-piperidyl)amino]phenyl]piperidine-1-carbonyl]-methyl-amino]piperidine-1-carboxylate O=C1NC(CCC1NC1=CC=C(C=C1)C1CCN(CC1)C(=O)N(C1CCN(CC1)C(=O)OC(C)(C)C)C)=O